BrC1=C(C(=CC(=C1)CBr)F)F 1-bromo-5-(bromomethyl)-2,3-difluorobenzene